5-[5-(4-cyclopropyl-6-methoxy-pyrimidin-5-yl)-1H-pyrazolo[4,3-d]pyrimidin-3-yl]-1-methyl-2-(p-tolyl)imidazole-4-carbonitrile C1(CC1)C1=NC=NC(=C1C=1N=CC2=C(N1)C(=NN2)C2=C(N=C(N2C)C2=CC=C(C=C2)C)C#N)OC